FC1=C(C=O)C=CC=C1CN1CCOCC1 2-fluoro-3-(morpholinylmethyl)benzaldehyde